ethyl 2-(5-allyl-2-oxo-4-(trifluoromethyl)pyridin-1(2H)-yl)-4,4-dimethylpentanoate C(C=C)C=1C(=CC(N(C1)C(C(=O)OCC)CC(C)(C)C)=O)C(F)(F)F